FC(C=1C(=C(C=CC1)[C@@H](C)NC(=O)C1=CN(C(C=C1NC[C@H]1N2CCC(C1)CC2)=O)C2(CC2)C(F)F)F)F N-((R)-1-(3-(difluoromethyl)-2-fluorophenyl)ethyl)-1-(1-(difluoromethyl)cyclopropyl)-6-oxo-4-((((S)-quinuclidin-2-yl)methyl)amino)-1,6-dihydropyridine-3-carboxamide